N=1N(N=CC1)C1=C(C=C(C=N1)NC(=O)C=1C=NN(C1C(F)(F)F)C1=CC=C(C=2N1C=CN2)F)C(F)(F)F N-(6-(2H-1,2,3-triazol-2-yl)-5-(trifluoromethyl)pyridin-3-yl)-1-(8-fluoroimidazo[1,2-a]pyridin-5-yl)-5-(trifluoromethyl)-1H-pyrazole-4-carboxamide